trans-1-(6-(benzo[d][1,3]dioxazol-4-ylamino)pyrimidin-4-yl)-4-(3,4-dihydroisoquinolin-2(1H)-yl)piperidin-3-ol O1NOC2=C1C=CC=C2NC2=CC(=NC=N2)N2C[C@H]([C@@H](CC2)N2CC1=CC=CC=C1CC2)O